NC=1C(=NC=C(N1)N1CCC(CC1)(C)N)C=1C(=C(C=CC1)N1CCN(CC1)CC=1C=C2CN(C(C2=CC1F)=O)C1C(NC(CC1)=O)=O)Cl 3-(5-((4-(3-(3-amino-5-(4-amino-4-methylpiperidin-1-yl)pyrazin-2-yl)-2-chlorophenyl)piperazin-1-yl)methyl)-6-fluoro-1-oxoisoindolin-2-yl)piperidine-2,6-dione